ClC=1C=C(C=CC1)N1C(\C(\CC1=O)=C/C1=CC=C(OC2=CC=C(C(=O)OC3=CC=CC=C3)C=C2)C=C1)=O Phenyl (Z)-4-(4-((1-(3-chlorophenyl)-2,5-dioxopyrrolidin-3-ylidene)methyl)phenoxy)benzoate